3-vinyl-1-methyl-1H-imidazolium C(=C)[N+]1=CN(C=C1)C